tert-butyl 1-(5-methyl-6-(oxazol-2-yl)-2,4-dioxo-1,4-dihydrothieno[2,3-d]pyrimidin-3(2H)-yl)cyclopropane-1-carboxylate CC1=C(SC=2NC(N(C(C21)=O)C2(CC2)C(=O)OC(C)(C)C)=O)C=2OC=CN2